8-acetyloxy-p-menthane C(C)(=O)OC(C1CCC(CC1)C)(C)C